C(CCC)C1N(CC1(C(=O)N(C1=CC=CC=C1)CC1=NC=C(C=C1)C=1OC(=NN1)C(F)F)F)C1CNC1 butyl-N-((5-(5-(difluoromethyl)-1,3,4-oxadiazol-2-yl)pyridin-2-yl)methyl)-3-fluoro-N-phenyl-[1,3'-biazetidine]-3-carboxamide